[Ni].NO.NO dihydroxylamine nickel